C(C)(C)OC1CCC(OC1)C(=O)N 5-isopropoxytetrahydro-2H-pyran-2-carboxamide